N-(5,7-Dimethylbenzo[d]thiazol-2-yl)-1-((4-methoxyphenyl)sulfonyl)piperidine-4-carboxamide CC=1C=C(C2=C(N=C(S2)NC(=O)C2CCN(CC2)S(=O)(=O)C2=CC=C(C=C2)OC)C1)C